2,4-dichloro-5-nitrobenzoic acid methyl ester COC(C1=C(C=C(C(=C1)[N+](=O)[O-])Cl)Cl)=O